CC(C)(C)OC(=O)NC12CC(C1)(C2)CN tert-butyl N-[3-(aminomethyl)bicyclo[1.1.1]pentan-1-yl]carbamate